[Si](C1=CC=CC=C1)(C1=CC=CC=C1)(C(C)(C)C)OC1=CC=C(CNC(=O)C=2C=C(C=C(C2)C2=CC=CC=C2)/C=C/C(=O)OC)C=C1 Methyl (E)-3-(5-((4-((tert-butyldiphenylsilyl)oxy)benzyl)carbamoyl)-[1,1-biphenyl]-3-yl)acrylate